triisopropoxy(3-isopropenylphenyl)silane C(C)(C)O[Si](C1=CC(=CC=C1)C(=C)C)(OC(C)C)OC(C)C